FC(OC=1C=C(C=NC1OC)C1=CC=2N(C=C1)N=C(C2)NC(=O)N[C@@H](CO)CC)F (R)-1-(5-(5-(difluoromethoxy)-6-methoxypyridin-3-yl)pyrazolo[1,5-A]pyridin-2-yl)-3-(1-hydroxybutan-2-yl)urea